2-(4,4,5,5-tetramethyl-1,3,2-dioxaborolan-2-yl)-dibenzothiophene CC1(OB(OC1(C)C)C1=CC2=C(SC3=C2C=CC=C3)C=C1)C